methyl 3-acetyl-1-(2-((2-(2'-chloro-2-fluorobiphenyl-3-ylamino)-2-oxoethyl) (isopropyl) amino)-2-oxoethyl)-1H-indazole-5-carboxylate C(C)(=O)C1=NN(C2=CC=C(C=C12)C(=O)OC)CC(=O)N(C(C)C)CC(=O)NC=1C(=C(C=CC1)C1=C(C=CC=C1)Cl)F